2-(Spiro[3.3]heptane-2-yl)acetyl chloride C1C(CC12CCC2)CC(=O)Cl